BrC1=C(OCC(CN2CC(C2)OC2CCN(CC2)C(C(F)(F)F)=O)(C)C)C=CC(=C1)C(C)(C)O 1-[4-[1-[3-[2-bromo-4-(1-hydroxy-1-methyl-ethyl)phenoxy]-2,2-dimethyl-propyl]azetidin-3-yl]oxy-1-piperidyl]-2,2,2-trifluoro-ethanone